C(#C)C1=NC(=C2C(=N1)N(N=C2)C)N2C[C@H]1[C@@H](C2)COC1 (3aS,6aR)-5-(6-ethynyl-1-methyl-pyrazolo[3,4-d]pyrimidin-4-yl)-1,3,3a,4,6,6a-hexahydrofuro[3,4-c]pyrrole